(1-oxo-5-(((trans)-2-(3-(pyridin-4-yl)azetidin-1-yl)cyclopentyl)oxy)isoindolin-2-yl)piperidine-2,6-dione O=C1N(CC2=CC(=CC=C12)O[C@H]1[C@@H](CCC1)N1CC(C1)C1=CC=NC=C1)N1C(CCCC1=O)=O